tert-butyl (1-(3-aminopropanoyl)piperidin-4-yl)carbamate NCCC(=O)N1CCC(CC1)NC(OC(C)(C)C)=O